C(C)C(COCC(CO)O)CCCC 3-(2-ethylhexyl-oxy)propane-1,2-diol